2,3-difluorohydroquinone FC1=C(O)C=CC(=C1F)O